BrC=1C=C(C=CC1)C1(CC1)C(=O)NN 1-(3-bromophenyl)cyclopropanecarbohydrazide